2-((3-(2-(difluoromethoxy)-6-methoxypyridin-4-yl)imidazo[1,2-a]pyridin-7-yl)oxy)-N,N-dimethylethylamine FC(OC1=NC(=CC(=C1)C1=CN=C2N1C=CC(=C2)OCCN(C)C)OC)F